4-[7-(2,8-dimethylimidazo[1,2-b]pyridazin-6-yl)-5-fluorocinnolin-3-yl]azepan CC=1N=C2N(N=C(C=C2C)C2=CC(=C3C=C(N=NC3=C2)C2CCNCCC2)F)C1